C(C)(C)C=1C(=NNC1C=1C=C(C=2N(C1)N=CN2)OC)C2=CC=C(C=N2)C2CCN(CC2)CC(=O)N 2-(4-(6-(4-isopropyl-5-(8-methoxy-[1,2,4]triazolo[1,5-a]pyridin-6-yl)-1H-pyrazol-3-yl)pyridin-3-yl)piperidin-1-yl)acetamide